9H-fluoren-9-ylmethyl (21-hydroxy-3,6,9,12,15,18-hexaoxahenicos-1-yl)carbamate OCCCOCCOCCOCCOCCOCCOCCNC(OCC1C2=CC=CC=C2C=2C=CC=CC12)=O